cyclohexylmethylsilylenebis[4-(4-tert-butylphenyl)-2-methyl-inden-1-yl]zirconium dichloride [Cl-].[Cl-].C1(CCCCC1)C[SiH]=[Zr+2](C1C(=CC2=C(C=CC=C12)C1=CC=C(C=C1)C(C)(C)C)C)C1C(=CC2=C(C=CC=C12)C1=CC=C(C=C1)C(C)(C)C)C